N-acetyl-alpha-D-galactosamine C(C)(=O)N[C@H]1[C@@H](O)O[C@@H]([C@@H]([C@@H]1O)O)CO